The molecule is a ginsenoside found in Panax species that is dammarane which is substituted by hydroxy groups at the 3beta, 12beta and 20 pro-S positions, in which the hydroxy groups at positions 3 and 20 have been converted to the corresponding beta-D-glucopyranosides, and in which a double bond has been introduced at the 24-25 position. It has a role as an apoptosis inducer, an antineoplastic agent and a plant metabolite. It is a ginsenoside, a tetracyclic triterpenoid, a 12beta-hydroxy steroid and a beta-D-glucoside. It derives from a hydride of a dammarane. CC(=CCC[C@@](C)([C@H]1CC[C@@]2([C@@H]1[C@@H](C[C@H]3[C@]2(CC[C@@H]4[C@@]3(CC[C@@H](C4(C)C)O[C@H]5[C@@H]([C@H]([C@@H]([C@H](O5)CO)O)O)O)C)C)O)C)O[C@H]6[C@@H]([C@H]([C@@H]([C@H](O6)CO)O)O)O)C